2-([1,1'-biphenyl]-3-yl)-4-(3-chloro-2'-(4,6-diphenyl-1,3,5-triazin-2-yl)-[1,1'-biphenyl]-4-yl)-6-phenyl-1,3,5-triazine C1(=CC(=CC=C1)C1=NC(=NC(=N1)C1=C(C=C(C=C1)C1=C(C=CC=C1)C1=NC(=NC(=N1)C1=CC=CC=C1)C1=CC=CC=C1)Cl)C1=CC=CC=C1)C1=CC=CC=C1